CC1(CC1)NC(=O)C1=CC2=C(CNC2)S1 N-(1-methylcyclopropyl)-5,6-dihydro-4H-thieno[2,3-c]pyrrole-2-carboxamide